2-(8-Cyclopropyl-7-fluoro-3-(methoxymethoxy)naphthalen-1-yl)-4,4,5,5-tetramethyl-1,3,2-dioxaborolane C1(CC1)C=1C(=CC=C2C=C(C=C(C12)B1OC(C(O1)(C)C)(C)C)OCOC)F